(4-Amino-2-phenyl-5-(prop-1-en-2-yl)thieno[2,3-d]pyrimidin-6-yl)(piperidin-1-yl)methanone NC=1C2=C(N=C(N1)C1=CC=CC=C1)SC(=C2C(=C)C)C(=O)N2CCCCC2